FC(C(=O)O)(F)F.N[C@@H]1CC=C[C@H]([C@H]1C1=C(C2=NC(=CC(=C2S1)NCC=1SC=CC1)Cl)Br)O (1R,5R,6S)-5-amino-6-(3-bromo-5-chloro-7-((thiophen-2-ylmethyl)amino)thieno[3,2-b]pyridin-2-yl)cyclohex-2-en-1-ol trifluoroacetate